(2S)-2-ethylhexyl 2-hydroxypropionate OC(C(=O)OC[C@H](CCCC)CC)C